4-(2-(4-fluoro-2,6-dimethylphenoxy)-5-(2-hydroxypropan-2-yl)phenyl)-2,6-dimethylpyridine 1-oxide FC1=CC(=C(OC2=C(C=C(C=C2)C(C)(C)O)C2=CC(=[N+](C(=C2)C)[O-])C)C(=C1)C)C